C1(CC1)NC1=CC(=NC=2N1N=CC2C#N)NC2=CC(=C(C=C2)C=2CNCC2)C[S@](=O)C |r| (±)-7-(cyclopropylamino)-5-(4-(2,5-dihydro-1H-pyrrol-3-yl)-3-(methylsulfinylmethyl)phenylamino)pyrazolo[1,5-a]pyrimidine-3-carbonitrile